C([C@@]1(C)C(C)(C)C(C(=O)O)CC1)(=O)O (R)-(-)-camphoric acid